1-(2-morpholinoethyl)-1,3-diazaspiro[4.5]decane-2,4-dione O1CCN(CC1)CCN1C(NC(C12CCCCC2)=O)=O